ClC=1C(=CC=2N(N1)C(C=C(N2)C2CC2)=O)C 7-Chloro-2-cyclopropyl-8-methyl-4H-pyrimido[1,2-b]pyridazin-4-one